O=C1NC(CC[C@@H]1NC(=O)N1CCCC2=CC=CN=C12)=O (S)-N-(2,6-Dioxopiperidin-3-yl)-3,4-dihydro-1,8-naphthyridine-1(2H)-carboxamide